4-Phenylmethyloxy-2-fluoro-3-(trifluoromethyl)benzaldehyde C1(=CC=CC=C1)COC1=C(C(=C(C=O)C=C1)F)C(F)(F)F